C(C)(=O)NC1=C(C2=C(S1)CC1(CC(C3=CC=CC=C13)=O)CC2)C(=O)OCC Ethyl 2-acetamido-3'-oxo-2',3',4,7-tetrahydro-5H-spiro[benzo[b]thiophene-6,1'-indene]-3-carboxylate